C(C)(=O)O[C@@]1(CC[C@H]2[C@@H]3CCC4=CC(CCC4=C3[C@H](C[C@]12C)C1=CC=C(C=C1)N(CCCCC=O)C)=O)C(C)=O (8S,11R,13S,14S,17R)-17-acetyl-13-methyl-11-(4-(methyl(5-oxopentyl)amino)phenyl)-3-oxo-2,3,6,7,8,11,12,13,14,15,16,17-dodecahydro-1H-cyclopenta[a]phenanthren-17-yl acetate